Benzyl 4-(2-(1-(tert-butoxycarbonyl)piperidin-4-yl)ethyl)piperazine-1-carboxylate C(C)(C)(C)OC(=O)N1CCC(CC1)CCN1CCN(CC1)C(=O)OCC1=CC=CC=C1